C[C@@H]1N(CCN([C@H]1C)C(=O)OC(C)(C)C)C(=O)OC(C)(C)C (2S,3S)-Di-tert-butyl 2,3-dimethylpiperazine-1,4-dicarboxylate